NC1=NC=NN2C1=C(C=C2C=2C=C(C(=NC2)OC)C(=O)N[C@@H]2CN(C[C@@H]2F)C(=O)OCC(C(C(F)(F)F)F)(F)F)CN2CCC(CC2)(F)F 2,2,3,4,4,4-hexafluorobutyl (3R,4S)-3-(5-{4-amino-5-[(4,4-difluoropiperidin-1-yl)methyl]pyrrolo[2,1-f][1,2,4]triazin-7-yl}-2-methoxypyridine-3-amido)-4-fluoropyrrolidine-1-carboxylate